N(C(=O)N)N[C@@H](CCC(=O)[O-])C(=O)[O-] ureido-glutamate